3-(3-isopropylphenyl)-N-methylcyclobutan-1-amine, trifluoroacetate salt FC(C(=O)O)(F)F.C(C)(C)C=1C=C(C=CC1)C1CC(C1)NC